CCCCCN(CCCCC)CCCCC tri-n-amylamine